2,5-dimethoxybenzothiamide benzyl-(S)-4-(6-(1-methoxyethyl)-5-(4,4,5,5-tetramethyl-1,3,2-dioxaborolan-2-yl)pyridin-3-yl)piperazine-1-carboxylate C(C1=CC=CC=C1)OC(=O)N1CCN(CC1)C=1C=NC(=C(C1)B1OC(C(O1)(C)C)(C)C)[C@H](C)OC.COC1=C(C(N)=S)C=C(C=C1)OC